C1(CCCC1)C=1C=C(C(=NC1)C(=O)NC(C)C=CS(=O)(=O)C)OC1=CC=CC=C1 5-cyclopentyl-N-(4-(methylsulfonyl)but-3-en-2-yl)-3-phenoxypyridineamide